C(C)OC(=O)C1=C(NC(=C(C1C=1C2=C(SC1)C=CC=C2)C(C)=O)C)C 5-acetyl-4-(benzo[b]thiophen-3-yl)-2,6-dimethyl-1,4-dihydropyridine-3-carboxylic acid ethyl ester